4-[7-(1-isoquinolyl)-2-[[(2S)-1-methylpyrrolidin-2-yl]methoxy]-6,8-dihydro-5H-pyrido[3,4-d]pyrimidin-4-yl]piperazine-1-carboxylate C1(=NC=CC2=CC=CC=C12)N1CC=2N=C(N=C(C2CC1)N1CCN(CC1)C(=O)[O-])OC[C@H]1N(CCC1)C